Thiophen-2-ylcarbamic acid tert-butyl ester C(C)(C)(C)OC(NC=1SC=CC1)=O